tert-butyl ((1r,4r)-4-(hydroxymethyl)cyclohexyl)methylcarbamate CC(C)(C)OC(=O)NCC1CCC(CC1)CO